5-((((6-(2-chloro-3-(3-chloro-2-((2-fluoro-3-(((2-hydroxypropyl)amino)methyl)phenyl)amino)pyridin-4-yl)phenyl)-2-methoxypyridin-3-yl)methyl)amino)methyl)pyrrolidin-2-one ClC1=C(C=CC=C1C1=C(C(=NC=C1)NC1=C(C(=CC=C1)CNCC(C)O)F)Cl)C1=CC=C(C(=N1)OC)CNCC1CCC(N1)=O